C1(CCC1)C=1C(=NN2C1C(NC(=C2)C2=CC(=C(C=C2)C)F)=O)C(=O)OCC ethyl 3-cyclobutyl-6-(3-fluoro-4-methylphenyl)-4-oxo-4,5-dihydropyrazolo[1,5-a]-pyrazine-2-carboxylate